C(C)(C)C1=C(C=CC=C1)NC(=S)NN=CC1=CC=C(C=C1)C1=NN(C(=N1)OC1CCOCC1)C N-(2-Isopropylphenyl)-2-{4-[1-methyl-5-(tetrahydro-2H-pyran-4-yloxy)-1H-1,2,4-triazol-3-yl]benzylidene}hydrazinecarbothioamide